CN1N=CC(=C1C)C1CNCCO1 2-(1,5-dimethyl-1H-pyrazol-4-yl)morpholine